C(N)(=O)C1=CC=CC=N1 6-Carbamoylpyridin